3,3-difluoropropionitrile FC(CC#N)F